Niobium-Silicon-Boron [B].[Si].[Nb]